BrC=1C=CC(=NC1C)C=1N=NN(C1C(=O)OC)C methyl 4-(5-bromo-6-methylpyridin-2-yl)-1-methyl-1h-1,2,3-triazole-5-carboxylate